CN1C(C2(CNCC2)C2=C3C(=NC=C21)N(C(=C3C=3C=C2C=NN(C2=CC3)C)C=3C=NN(C3)C)S(=O)(=O)C3=CC=CC=C3)=O 6-methyl-1-(1-methyl-1H-indazol-5-yl)-2-(1-methyl-1H-pyrazol-4-yl)-3-(phenylsulfonyl)-3,6-dihydro-7H-spiro[dipyrrolo[2,3-b:3',2'-d]pyridine-8,3'-pyrrolidin]-7-one